2-benzyl-2-(dimethylamino)-1-(4-(4-morpholinyl)phenyl)-1-butanone C(C1=CC=CC=C1)C(C(=O)C1=CC=C(C=C1)N1CCOCC1)(CC)N(C)C